1-cyclopropyl-2-(phenylsulfonyl)-2-(phenylthio)ethan-1-one C1(CC1)C(C(SC1=CC=CC=C1)S(=O)(=O)C1=CC=CC=C1)=O